2,2'-methylenebis[6-(α-methylbenzyl)-4-nonyl-phenol] C(C1=C(C(=CC(=C1)CCCCCCCCC)C(C1=CC=CC=C1)C)O)C1=C(C(=CC(=C1)CCCCCCCCC)C(C1=CC=CC=C1)C)O